(2R,4R)-4-((6-bromo-3-fluoropyridin-2-yl)methyl)-2-methylpiperidine-4-carboxylic acid methyl ester trifluoroacetate FC(C(=O)O)(F)F.COC(=O)[C@]1(C[C@H](NCC1)C)CC1=NC(=CC=C1F)Br